C(C)(=O)N1CC(C1)N(S(=O)(=O)C1=C(SC(=C1)Cl)C(=O)NC=1C=C(C(=O)OCC)C=CC1)C Ethyl 3-(3-(N-(1-acetylazetidin-3-yl)-N-methylsulfamoyl)-5-chlorothiophene-2-carboxamido)benzoate